3-Butyl-8-(hydroxymethyl)-2-methyl-7-(methylsulfanyl)-5-phenyl-2,3,4,5-tetrahydro-1,2,5-benzothiadiazepine 1,1-dioxide C(CCC)C1N(S(C2=C(N(C1)C1=CC=CC=C1)C=C(C(=C2)CO)SC)(=O)=O)C